1-(2,2-difluoroethyl)-3-iodo-6-(2-(4-methyl-2-(trifluoromethyl)pyrimidin-5-yl)-2,6-diazaspiro[3.4]octan-6-yl)-1H-pyrazolo[3,4-b]pyrazine FC(CN1N=C(C=2C1=NC(=CN2)N2CC1(CN(C1)C=1C(=NC(=NC1)C(F)(F)F)C)CC2)I)F